N1N=CC(=C1)C=1C=CC=2N=CN=C(C2N1)N1CC2(C3=CC(=CC=C13)C#N)CCCCC2 1'-(6-(1H-pyrazol-4-yl)pyrido[3,2-d]pyrimidin-4-yl)spiro[cyclohexane-1,3'-indoline]-5'-carbonitrile